C1(=CC=CC=C1)N(C1=CC=C(C=C1)C1=NC2=CC(=C(C=C2N=C1C1=CC=C(C=C1)N(C1=CC=CC=C1)C1=CC=CC=C1)C#N)C#N)C1=CC=CC=C1 2,3-bis(4-(diphenylamino)phenyl)quinoxaline-6,7-dinitrile